C(C)OC(C(=C)C)=O Ethylmethacrylat